[Na].C1(C(C2=C(C(=C(C3=C(C(=C(C1=C23)[2H])[2H])[2H])[2H])[2H])[2H])([2H])[2H])([2H])[2H] acenaphthene-d10 sodium